FC1=C(C=C(C=C1)F)[C@@H]1N(CCC1)C1=NC=2N(C=C1)N=CC2C(=O)NCCCC2=CC=C(C=C2)CN2CCC(CC2)C2=CC=C(C=C2)NC2C(NC(CC2)=O)=O 5-[(2R)-2-(2,5-difluorophenyl)pyrrolidin-1-yl]-N-[3-[4-[[4-[4-[(2,6-dioxo-3-piperidyl)amino]phenyl]-1-piperidyl]methyl]phenyl]propyl]pyrazolo[1,5-a]pyrimidine-3-carboxamide